2,2-dichloromethyl-1,3-dichloropropane ClCC(CCl)(CCl)CCl